N-(1-allylpiperidin-4-yl)-5-aminoindoline-6-carboxylic acid methyl ester COC(=O)C1=C(C=C2CCN(C2=C1)C1CCN(CC1)CC=C)N